(vinyloxymethyl)methane C(=C)OCC